8-hexadecyl sulfate S(=O)(=O)(OC(CCCCCCC)CCCCCCCC)[O-]